C1(=CC=CC2=CC3=CC=CC=C3C=C12)NC(C=1C(N)=CC=CC1)=O anthranilic acid, anthranylamide